5-(((S)-1-(methyl(2-oxo-1-(1-(5-(trifluoromethyl)pyrimidin-2-yl)piperidin-4-yl)pyrrolidin-3-yl)amino)propan-2-yl)amino)-4-(trifluoromethyl)pyridazin-3(2H)-one CN(C[C@H](C)NC1=C(C(NN=C1)=O)C(F)(F)F)C1C(N(CC1)C1CCN(CC1)C1=NC=C(C=N1)C(F)(F)F)=O